ClC1=C(C=C(C=C1)C1=CC=C(C=C1)CCCNC=1C2=C(N=C(N1)C1=COC=C1)SC(=C2)C)F N-(3-(4'-chloro-3'-fluoro-[1,1'-biphenyl]-4-yl)propyl)-2-(furan-3-yl)-6-methylthieno[2,3-d]pyrimidin-4-amine